4-((4-(7-methoxy-1,9-dimethyl-9H-pyrido[3,4-b]indol-6-yl)piperazin-1-yl)sulfonyl)-3,5-dimethylisoxazole COC1=C(C=C2C3=C(N(C2=C1)C)C(=NC=C3)C)N3CCN(CC3)S(=O)(=O)C=3C(=NOC3C)C